ClC1=C2C(=NC=C1)N(C=C2C=2C=NC=C(C2)F)COCC[Si](C)(C)C 2-[[4-chloro-3-(5-fluoro-3-pyridyl)pyrrolo[2,3-b]pyridin-1-yl]methoxy]ethyl-trimethyl-silane